diphenylsilylbis(4,5,6,7-tetrahydro-1-indenyl)zirconium dichloride [Cl-].[Cl-].C1(=CC=CC=C1)[SiH](C1=CC=CC=C1)[Zr+2](C1C=CC=2CCCCC12)C1C=CC=2CCCCC12